N1=CC=CC2=C(C=C3C=CC=NC3=C12)OB(O)O (1,10-phenanthroline-5-yl)boric acid